CN(CCCOC1=CC=C(C=N1)C1=NC=2C=CC=CC2C=2N1N(C(C2C(C)C)=O)C)C (6-(3-(dimethylamino)propoxy)pyridin-3-yl)-1-isopropyl-3-methylpyrazolo[1,5-c]quinazolin-2(3H)-one